C(C=C)(=O)NCCCCCC(=O)ON1C(CCC1=O)=O 2,5-dioxopyrrolidin-1-yl 6-acrylamidohexanoate